ClC1=C(C=CC=C1)N1C(N=C(C2=CC(=C(C=C12)C1CC1)C(F)F)NC)=O 1-(2-Chlorophenyl)-7-cyclopropyl-6-(difluoromethyl)-4-(methylamino)quinazolin-2(1H)-one